O=C1NC(CCC1C=1C=C(C=CC1)N1CCN(CC1)CCC1CCC(CC1)NC(C1=CC(=C(C=C1)C1=NC=CC(=C1)C1=CC=2C(NCCC2N1)=O)F)=O)=O N-[4-[2-[4-[3-(2,6-Dioxo-3-piperidyl)phenyl]piperazin-1-yl]ethyl]cyclohexyl]-3-fluoro-4-[4-(4-oxo-1,5,6,7-tetrahydropyrrolo[3,2-c]pyridin-2-yl)-2-pyridyl]benzamide